C(C)C=1C(=C(C(=C2CCC(NC12)C)F)F)CC diethyl-5,6-difluoro-2-methyl-1,2,3,4-tetrahydroquinoline